4,6-dichloropyrimidine-2-amine ClC1=NC(=NC(=C1)Cl)N